CC=1CC[C@H]([C@@H](C1)C=1C(=CC(=CC1O)C(C)C(CCC)C)O)C(=C)C (1'R,2'R)-5'-methyl-4-(3-methylhexan-2-yl)-2'-(prop-1-en-2-yl)-1',2',3',4'-tetrahydro-[1,1'-biphenyl]-2,6-diol